2-(6-(6-(4-(3-((2,6-dioxopiperidin-3-yl)amino)benzyl)piperazin-1-yl)pyridazin-3-yl)-1-oxoisoindolin-2-yl)-2-(5-fluoro-2-hydroxyphenyl)-N-(thiazol-2-yl)acetamide O=C1NC(CCC1NC=1C=C(CN2CCN(CC2)C2=CC=C(N=N2)C2=CC=C3CN(C(C3=C2)=O)C(C(=O)NC=2SC=CN2)C2=C(C=CC(=C2)F)O)C=CC1)=O